BrC=1C=C2CN(C(C2=CC1)(C)C)C(=O)C1CC1 (5-bromo-1,1-dimethylisoindolin-2-yl)(cyclopropyl)methanone